3-(1-(4-cyanophenyl)pyrrolidin-3-yl)-2-fluorobenzoic acid C(#N)C1=CC=C(C=C1)N1CC(CC1)C=1C(=C(C(=O)O)C=CC1)F